O1C(CCCC1)OCCOCCOCCOCCOCCOC1CCN(CC1)C(=O)OC(C)(C)C tert-butyl 4-((14-((tetrahydro-2H-pyran-2-yl)oxy)-3,6,9,12-tetraoxatetradecyl)oxy)piperidine-1-carboxylate